3,4-bis(4-bromophenyl)-2,5-dinitrothiophene BrC1=CC=C(C=C1)C1=C(SC(=C1C1=CC=C(C=C1)Br)[N+](=O)[O-])[N+](=O)[O-]